C(C)(C)(C)N(C(O)=O)[C@@H]1C[C@@H](CCC1)NC1=CC(=NC=C1[N+](=O)[O-])N1N=CC=N1.ClC1=NC(=CC=C1)N1N=C(C=C1)I 2-chloro-6-(3-iodopyrazol-1-yl)pyridine tert-butyl-((1S,3R)-3-((5-nitro-2-(2H-1,2,3-triazol-2-yl)pyridin-4-yl)amino)cyclohexyl)carbamate